FC(CC=1C(=NC(=NC1OC)NS(=O)(=O)C1=CNC2=C(C=CC=C12)N1C=NC=C1)OC)F N-[5-(2,2-difluoroethyl)-4,6-dimethoxy-pyrimidin-2-yl]-7-imidazol-1-yl-1H-indole-3-sulfonamide